ditosylether S(=O)(=O)(C1=CC=C(C)C=C1)OS(=O)(=O)C1=CC=C(C)C=C1